2-(2-chloro-4-(trifluoromethyl)phenyl)-4,4,5,5-tetramethyl-1,3,2-dioxaborolane ClC1=C(C=CC(=C1)C(F)(F)F)B1OC(C(O1)(C)C)(C)C